N-{4-[2-(acetylamino)pyridin-4-yloxy]-3-fluorophenyl}-7-(2-fluorophenyl)pyrazolo[1,5-a]pyrimidine-5-carboxamide C(C)(=O)NC1=NC=CC(=C1)OC1=C(C=C(C=C1)NC(=O)C1=NC=2N(C(=C1)C1=C(C=CC=C1)F)N=CC2)F